6-(4-(1-(tert-butyl)-3-(4-chloro-3-fluorophenyl)-1H-pyrrolo[2,3-b]pyridine-6-carbonyl)-3,3-dimethylpiperazin-1-yl)-N,N-dimethylnicotinamide C(C)(C)(C)N1C=C(C=2C1=NC(=CC2)C(=O)N2C(CN(CC2)C2=NC=C(C(=O)N(C)C)C=C2)(C)C)C2=CC(=C(C=C2)Cl)F